C1(=CC=CC=C1)C1=CC=CC=C1.[Na] sodium bi-phenyl